2-methoxy-5-carbamimidoyl-1,3-thiazole hydrochloride Cl.COC=1SC(=CN1)C(N)=N